C(C(C)C)OC1=CC=C(CNC2=NC=CC(=C2)N=C=O)C=C1 N-(4-isobutoxybenzyl)-4-isocyanatopyridin-2-amine